N2-(4-((4-((2-((R)-2-cyano-4,4-difluoropyrrolidin-1-yl)-2-oxoethyl)carbamoyl)quinolin-8-yl)amino)-4-oxobutanoyl)-D-aspartyl-D-arginyl-D-aspartyl-D-lysine C(#N)[C@@H]1N(CC(C1)(F)F)C(CNC(=O)C1=CC=NC2=C(C=CC=C12)NC(CCC(=O)N[C@H](CC(=O)O)C(=O)N[C@H](CCCNC(N)=N)C(=O)N[C@H](CC(=O)O)C(=O)N[C@H](CCCCN)C(=O)O)=O)=O